COC1=CC=C(CN2N=C(C=C2)B(O)O)C=C1 (1-(4-methoxybenzyl)-1H-pyrazol-3-yl)boronic acid